1-((2R,5S)-4-(7-(3-amino-5-methyl-1H-indazol-4-yl)-6-chloro-2-(3-(dimethylamino)azetidin-1-yl)-8-fluoroquinazolin-4-yl)-2,5-dimethylpiperazin-1-yl)prop-2-en-1-one NC1=NNC2=CC=C(C(=C12)C1=C(C=C2C(=NC(=NC2=C1F)N1CC(C1)N(C)C)N1C[C@H](N(C[C@@H]1C)C(C=C)=O)C)Cl)C